OC(COCCCN1C=NC=C1)C[Si](OC)(OC)OC 1-(2-hydroxy-3-trimethoxysilylpropoxypropyl)-imidazole